2-((5-(4-chloro-2-fluoro-phenyl)-3-methyl-triazol-4-yl)methyl)-5-(1-cyclopropylpyrazol-4-yl)pyridazin-3-one ClC1=CC(=C(C=C1)C1=C(N(N=N1)C)CN1N=CC(=CC1=O)C=1C=NN(C1)C1CC1)F